C(#N)C1=C(C(=C(N=N1)OC1=C(C=C(C=C1)F)C)C(=O)NC1=CC(=CC=C1)SC)C cyano-3-(4-fluoro-2-methyl-phenoxy)-5-methyl-N-(3-methylsulfanylphenyl)pyridazine-4-carboxamide